C(#N)C=1C=C(C=CC1F)NC1=NC=C(C(=N1)NC1=C(C(=CC=C1)C1=NOC(=N1)C)OC)C(=O)NC ((3-cyano-4-fluorophenyl)amino)-4-((2-methoxy-3-(5-methyl-1,2,4-oxadiazol-3-yl)phenyl)amino)-N-methylpyrimidine-5-carboxamide